BrC=1C=C(C=CC1)C1=NN=NN1 5-(3-bromophenyl)-1H-tetrazole